[Mn+2].ClC1(C(N2CCN(CC(C(N(CCN(C1)C)CC2)C)C)C)(C)Cl)C Dichloro-2,3,5,9,10,12-hexamethyl-1,5,8,12-tetraazabicyclo[6.6.2]hexadecane Manganese(II)